N1=C(C=CC=C1)CNC1=NC=NC2=CC=C(C=C12)C1=CNC2=NC=CC=C21 N-(pyridin-2-ylmethyl)-6-(1H-pyrrolo[2,3-b]pyridin-3-yl)quinazolin-4-amine